FC1=C(C=CC(=C1)Cl)NC(C1=CC=C(C=C1)O[C@H](C(=O)NC1=CC=C(C=C1)Cl)C)=O (S)-N-(2-fluoro-4-chlorophenyl)-4-((1-((4-chlorophenyl)amino)-1-oxopropan-2-yl)oxy)benzamide